C(C)(C)(C)OC(=O)N1CC(CC1)NC=1C=NN(C1)C(=O)OC(C)(C)C tert-Butyl 4-((1-(tert-butoxycarbonyl)pyrrolidin-3-yl)amino)-1H-pyrazole-1-carboxylate